6-Bromo-N-[(3S)-1-methylpyrrolidin-3-yl]-2-{4-[4-(1,3-thiazol-2-ylmethyl)piperazin-1-yl]phenyl}-3H-imidazo[4,5-b]pyridin-7-amine BrC=1C(=C2C(=NC1)NC(=N2)C2=CC=C(C=C2)N2CCN(CC2)CC=2SC=CN2)N[C@@H]2CN(CC2)C